6-((2-((4-chloro-2-fluorobenzyl)oxy)-3-(trifluoromethyl)-5,8-dihydro-1,7-naphthyridin-7(6H)-yl)methyl)-N'-hydroxy-7-(oxetan-2-ylmethyl)-7H-imidazo[4,5-c]pyridazine-3-carboximidamide ClC1=CC(=C(COC2=NC=3CN(CCC3C=C2C(F)(F)F)CC2=NC3=C(N=NC(=C3)C(N)=NO)N2CC2OCC2)C=C1)F